C(C)OC(C(C)NC(=O)OC(C)(C)C)=O 2-((tert-butoxycarbonyl)amino)propanoic acid ethyl ester